tris(hydroxymethyl)propanesulfonic acid OCC(CCS(=O)(=O)O)(CO)CO